CC1=NC=C(C=C1NS(=O)(=O)C1=CC=CC=C1)C1=CC=2C3=C(C=NC2C=C1)N(C(C31CC1)=O)C N-(2-Methyl-5-(3'-methyl-2'-oxo-2',3'-dihydrospiro[cyclopropane-1,1'-pyrrolo[2,3-c]quinolin]-8'-yl)pyridin-3-yl)benzenesulfonamide